NC=1C=CC(=C(C1)NC1=NC(=NC=C1C1=CC(=C(C=C1)Br)F)NC=1C=NN(C1)C)F N4-(5-amino-2-fluorophenyl)-5-(4-bromo-3-fluorophenyl)-N2-(1-methyl-1H-pyrazol-4-yl)pyrimidine-2,4-diamine